CC1=C(C=CC=C1C)N1CCN(CC1)C(CN1N=C(C=2CCCCC12)C(=O)N1CCC(CC1)NC(CCO)=O)=O N-(1-(1-(2-(4-(2,3-dimethylphenyl)piperazin-1-yl)-2-oxoethyl)-4,5,6,7-tetrahydro-1H-indazole-3-carbonyl)piperidin-4-yl)-3-hydroxypropanamide